(4-(1-(5-(2-((3,5-difluorobenzyl)amino)pyrimidin-5-yl)-1,3,4-oxadiazol-2-yl)-3-methylpyrrolidin-3-yl)-1H-1,2,3-triazol-1-yl)methyl pivalate C(C(C)(C)C)(=O)OCN1N=NC(=C1)C1(CN(CC1)C=1OC(=NN1)C=1C=NC(=NC1)NCC1=CC(=CC(=C1)F)F)C